(2,6-Dichloropyridin-4-yl)methyl L-leucinate hydrochloride Cl.N[C@@H](CC(C)C)C(=O)OCC1=CC(=NC(=C1)Cl)Cl